ClC=1C=C(C=CC1C#N)N1C[C@H](N(C[C@@H]1C)C(=O)NC=1C=NC(=CC1)OCCCCO)C (2R,5S)-4-(3-Chloro-4-cyanophenyl)-N-(6-(4-hydroxybutoxy)pyridin-3-yl)-2,5-dimethylpiperazine-1-carboxamide